NC([C@@](CO)(C)NC(=O)C1=C(OC2=C1C=C(C=C2)C(CC2=CC=CC=C2)O)C)=O N-((S)-1-amino-3-hydroxy-2-methyl-1-oxopropan-2-yl)-5-(1-hydroxy-2-phenylethyl)-2-methylbenzofuran-3-carboxamide